O=C(C/C(/C(=O)O)=C\CC)N[C@@H](C)C1=CC=C(C=C1)C(F)(F)F (S,E)-2-(2-oxo-2-((1-(4-(trifluoromethyl)phenyl)ethyl)amino)ethyl)pent-2-enoic acid